C(C)(=O)NC1=CC=C(C=C1)NC(C(O)C1=CC=C(C=C1)OC)=O N-(4-acetamidophenyl)-2-(4-methoxyphenyl)-2-hydroxyacetamide